COC(=O)C1=CC2=C(N=CO2)C=C1 benzo[d]oxazole-6-carboxylic acid methyl ester